C(#N)C[C@@H]1N(CCNC1)C(=O)OC(C)(C)C (S)-tert-butyl 2-(Cyanomethyl)piperazine-1-carboxylate